N-[(1S)-1-(5-Chloropyridin-2-yl)-3-hydroxypropyl]-N-hydroxycarbamate ClC=1C=CC(=NC1)[C@H](CCO)N(C([O-])=O)O